NCC(C(=O)OCC)(O)C1=CC=C(C=C1)Cl ethyl 3-amino-2-(4-chlorophenyl)-2-hydroxypropionate